NCC1=NNC(C2=CC=C(C=C12)C1=C(N(N=C1)C)C1=C(C#N)C(=CC(=C1F)Cl)OC1CC1)=O (P)-2-[4-[4-(aminomethyl)-1-oxo-2H-phthalazin-6-yl]-2-methyl-pyrazol-3-yl]-4-chloro-6-(cyclopropyloxy)-3-fluoro-benzonitrile